OC1(CC1)C1=NNC(=N1)C1CC2(CN(C2)C(=O)N2CC3(C2)CC(C3)CC=3C=NC(=CC3)OC(F)(F)F)C1 [6-[3-(1-hydroxycyclopropyl)-1H-1,2,4-triazol-5-yl]-2-azaspiro[3.3]heptan-2-yl]-[6-[[6-(trifluoromethoxy)-3-pyridyl]methyl]-2-azaspiro[3.3]heptan-2-yl]methanone